2-(3,4-difluoro-2,6-diisopropylphenyl)acetic acid FC=1C(=C(C(=CC1F)C(C)C)CC(=O)O)C(C)C